6-Azauridine-5'-Triphosphate P(O)(=O)(OP(=O)(O)OP(=O)(O)O)OC[C@@H]1[C@H]([C@H]([C@@H](O1)N1C(=O)NC(=O)C=N1)O)O